dimethyl 4-fluoro-3-oxo-1,3-dihydroisobenzofuran-1-ylphosphonate FC1=C2C(OC(C2=CC=C1)P(OC)(OC)=O)=O